FC=1C=C(C=CC1F)[C@H](C(F)(F)F)N(S(=O)(=O)N1CCOCC1)CC (R)-N-(1-(3,4-difluorophenyl)-2,2,2-trifluoroethyl)-N-ethylmorpholine-4-sulfonamide